N6-benzoyl-3'-aminotrityl-2',3'-dideoxyadenosine C(C1=CC=CC=C1)(=O)NC=1C=2N=CN([C@]3(CC[C@@H](CO)O3)C(C3=CC=CC=C3)(C3=CC(=CC=C3)N)C3=CC=CC=C3)C2N=CN1